C(C)OC1=CC=C2C=CC=NC2=C1 7-ethoxyquinolin